((4r,5s,7r,8r,9s,10r)-8,10-dihydroxy-7-(hydroxymethyl)-9-(4-(3,4,5-trifluorophenyl)-1H-1,2,3-triazol-1-yl)-1,6-dioxaspiro[4.5]dec-4-yl)-3-(trifluoromethyl)benzamide O[C@H]1[C@H](O[C@@]2([C@H](CCO2)C2=C(C(=O)N)C=CC=C2C(F)(F)F)[C@@H]([C@H]1N1N=NC(=C1)C1=CC(=C(C(=C1)F)F)F)O)CO